1-[2-(trifluoromethyl)-4-pyridinyl]cyclopropanecarbonitrile FC(C1=NC=CC(=C1)C1(CC1)C#N)(F)F